tetrahydropyranyl α-allyloxymethylacrylate C(C=C)OCC(C(=O)OC1OCCCC1)=C